[1,2,4]Triazolo[3,4-a]isoquinoline-7-carboxylic acid N=1N=CN2C1C=1C=CC=C(C1C=C2)C(=O)O